5-chloro-3-(2-(4-(2-chlorophenyl)piperazin-1-yl)-2-oxoethyl)-1H-indole-2-carboxylic acid ClC=1C=C2C(=C(NC2=CC1)C(=O)O)CC(=O)N1CCN(CC1)C1=C(C=CC=C1)Cl